6-iodo-3-((8-methoxy-2-(6-methoxypyridin-3-yl)chroman-6-yl)methyl)-3H-imidazo[4,5-b]Pyridine IC=1C=C2C(=NC1)N(C=N2)CC=2C=C1CCC(OC1=C(C2)OC)C=2C=NC(=CC2)OC